N1=CC=CC=C1 anti-pyridine